6-methoxypyrazolo[1,5-a]pyridin-2-ol COC=1C=CC=2N(C1)N=C(C2)O